IC=1C=C(CNCCCCCC(=O)OC(C)(C)C)C=CC1 tert-butyl 6-((3-iodobenzyl)amino)hexanoate